BrC=1C=CC(NN1)=O 6-bromo-2,3-dihydro-pyridazin-3-one